4-(hydroxy(phenyl)methyl)-6-methyl-7-oxo-1-toluenesulfonyl-6,7-dihydro-1H-pyrrolo[2,3-c]pyridine-2-carboxylic acid ethyl ester C(C)OC(=O)C1=CC2=C(C(N(C=C2C(C2=CC=CC=C2)O)C)=O)N1S(=O)(=O)CC1=CC=CC=C1